bis(ethylmethylamino)bromoborane tert-butyl-2-(1,3-dimethyl-1H-indazol-7-yl)-2-(3-(5-(4-methoxy-5,6,7,8-tetrahydro-1,8-naphthyridin-2-yl)pentyloxy)azetidin-1-yl)acetate C(C)(C)(C)OC(C(N1CC(C1)OCCCCCC1=NC=2NCCCC2C(=C1)OC)C=1C=CC=C2C(=NN(C12)C)C)=O.C(C)N(C)B(Br)N(CC)C